C(C)(C)(C)C1(CCCCC1)C(C)(C)C di-tert-butylcyclohexane